N1(CCC1)C=1C2=C(N=C(N1)CC)CN(C2)C(=O)[C@H]2CN(CC2)C2=CC(=NC=C2)Cl (R)-(4-(azetidin-1-yl)-2-ethyl-5,7-dihydro-6H-pyrrolo[3,4-d]pyrimidin-6-yl)(1-(2-chloropyridin-4-yl)-pyrrolidin-3-yl)methanone